6-chloro-N-[5-(2,2-difluoroethyl)-4-methoxy-pyrimidin-2-yl]thieno[2,3-b]pyridine-3-sulfonamide ClC1=CC=C2C(=N1)SC=C2S(=O)(=O)NC2=NC=C(C(=N2)OC)CC(F)F